[Si](C)(C)(C(C)(C)C)OCCCC1=C(NC2=C(C(=CC=C12)F)C=1C(=NN(C1CC)C)CO)C(=O)OCC (rac)-ethyl 3-(3-((tert-butyldimethylsilyl)oxy)propyl)-7-(5-ethyl-3-(hydroxymethyl)-1-methyl-1H-pyrazol-4-yl)-6-fluoro-1H-indole-2-carboxylate